NCC(CN)O 1,3-diaminopropan-2-ol